C(C)OC(=O)C1=CC2=C(S1)CC(C2)(C(=O)O)C 2-(ethoxycarbonyl)-5-methyl-5,6-dihydro-4H-cyclopenta[b]thiophene-5-carboxylic acid